FC1(NCCN1)F 2,2-difluoroimidazolidine